F[C@]1(CN(CC1)C=1C=2N(N=C(C1)C=1C(NC(NC1)=O)=O)C=CN2)C (R)-5-(8-(3-fluoro-3-methylpyrrolidin-1-yl)imidazo[1,2-b]pyridazin-6-yl)pyrimidine-2,4(1H,3H)-dione